N-(4-{[6-(5-chloro-2-fluoro-phenyl)-3-methanesulfonyl-pyridazin-4-yl]amino}pyridin-2-yl)-3-(4-methylpiperazin-1-yl)propanamide ClC=1C=CC(=C(C1)C1=CC(=C(N=N1)S(=O)(=O)C)NC1=CC(=NC=C1)NC(CCN1CCN(CC1)C)=O)F